6-{8-[(2-cyano-2-methylideneethyl)amino]-7-methoxynaphthalen-1-yl}-N-(1-methylpiperidin-4-yl)pyridine-2-carboxamide C(#N)C(CNC=1C(=CC=C2C=CC=C(C12)C1=CC=CC(=N1)C(=O)NC1CCN(CC1)C)OC)=C